tin-silver-copper-bismuth-nickel [Ni].[Bi].[Cu].[Ag].[Sn]